lithium zirconium calcium [Ca].[Zr].[Li]